5-(tert-butyl)-N-(4-(tert-butyl)-2-methylphenyl)benzofuran-3-amine C(C)(C)(C)C=1C=CC2=C(C(=CO2)NC2=C(C=C(C=C2)C(C)(C)C)C)C1